CC1(CC(CC1)C=1C=C(C=CC1)B(O)O)C (3-(3,3-Dimethylcyclopentyl)phenyl)boronic acid